C(CCCCCCCCCCCCCCC)OC(CCSCC(C(=O)OC(CCCCCCCC)CCCCCCCC)CC(=O)NCCCN1CCOCC1)=O heptadecan-9-yl 2-(((3-(hexadecyloxy)-3-oxopropyl)thio)methyl)-4-((3-morpholinopropyl)amino)-4-oxobutanoate